O1CCN(CC1)[C@@]1([C@H](O)[C@H](O)[C@@H](CO)O1)N1C=NC=2C(O)=NC=NC12 morpholinoinosine